ClC=1C=C(C=C(C1)Cl)C1=CC(=CC=C1)[C@@H](C)NC1=NC(=NC2=CC(=C(C=C12)OC)OC)C N-[{1R}-1-(3',5'-dichlorobi-phenyl-3-yl)-ethyl]-6,7-dimethoxy-2-methylquinazolin-4-amine